BrC1=CN=C2C(=NC(=NN21)O[C@@H](C)CCC)N(CC2=C(C=C(C=C2)OC)OC)CC2=C(C=C(C=C2)OC)OC (S)-7-bromo-N,N-bis(2,4-dimethoxybenzyl)-2-(pent-2-yloxy)imidazo[2,1-f][1,2,4]Triazin-4-amine